N-(2,6-dioxo-1,3-di-p-tolyl-1,2,3,6-tetrahydropyrimidin-4-yl)-2-phenylacetamide O=C1N(C(C=C(N1C1=CC=C(C=C1)C)NC(CC1=CC=CC=C1)=O)=O)C1=CC=C(C=C1)C